(N-methylphenylamino)methyldivinylsilane CN(C1=CC=CC=C1)C[SiH](C=C)C=C